C(C1=CC=CC=C1)OCCOC1=CC=C(C=C1)C1=CC(=C(C=C1)C1=CC=C(C=C1)CCC)F 4''-(2-benzyloxy-ethoxy)-2'-fluoro-4-propyl-[1,1':4',1'']terphenyl